C1(CC1)C1=NC=C(C=N1)C1=CC2=C(N=CN(C2=O)C2=C(C(=CC=C2C)O)C)N1S(=O)(=O)C1=CC=C(C)C=C1 6-(2-cyclopropylpyrimidin-5-yl)-3-(3-hydroxy-2,6-dimethylphenyl)-7-tosyl-3,7-dihydro-4H-pyrrolo[2,3-d]pyrimidin-4-one